2,2-dibromo-1,3-diphenyl-1,3-propanedione BrC(C(=O)C1=CC=CC=C1)(C(=O)C1=CC=CC=C1)Br